NCCN(C(CN1C[C@@H](CCC1)NC=1N=NC(=C(C1)C)C1=C(C=C(C=C1)C(F)(F)F)O)=O)C (R)-N-(2-Aminoethyl)-2-(3-((6-(2-hydroxy-4-(trifluoromethyl)phenyl)-5-methylpyridazin-3-yl)amino)piperidin-1-yl)-N-methylacetamide